(5-cyclopropyl-1,2,4-oxadiazol-3-yl)methylamine HCl Cl.C1(CC1)C1=NC(=NO1)CN